The molecule is a pentacyclic triterpenoid that is olean-12-en-28-oic acid substituted by hydroxy groups at positions 2, 3, 19 and 23 respectively. It has been isolated from the leaves of Rosa laevigata. It has a role as a plant metabolite. It is a pentacyclic triterpenoid, a hydroxy monocarboxylic acid and a tetrol. It derives from a hydride of an oleanane. C[C@@]12CC[C@@H]3[C@@]([C@H]1CC=C4[C@]2(CC[C@@]5([C@H]4[C@@H](C(CC5)(C)C)O)C(=O)O)C)(C[C@H]([C@H]([C@@]3(C)CO)O)O)C